(R)-(4-((1-(3-amino-5-(difluoromethyl)phenyl)ethyl)amino)-6-methoxy-2-methylquinazoline-7-yl)(morpholino)methanone NC=1C=C(C=C(C1)C(F)F)[C@@H](C)NC1=NC(=NC2=CC(=C(C=C12)OC)C(=O)N1CCOCC1)C